(E)-1-(4-chlorophenyl)-3-(phenylsulfonyl)prop-2-en-1-one ClC1=CC=C(C=C1)C(\C=C\S(=O)(=O)C1=CC=CC=C1)=O